C(CCC)NC([C@H](N)C)=O N-butyl-D-alaninamide